4-acetylcytidine-5'-triphosphate P(O)(=O)(OP(=O)(O)OP(=O)(O)O)OC[C@@H]1[C@H]([C@H]([C@@H](O1)N1C(=O)NC(N)(C=C1)C(C)=O)O)O